ClC=1C=C(C=NC1N1N=CC=C1)NC(=O)C=1C=NN(C1C1CC1)C1=CN=C2C3=C(C=CC=C13)C(N2)=O N-(5-chloro-6-(1H-pyrazol-1-yl)pyridin-3-yl)-5-cyclopropyl-1-(2-oxo-1,2-dihydropyrrolo[4,3,2-ij]isoquinolin-6-yl)-1H-pyrazole-4-carboxamide